C(C)N(C1=CC=CC=C1)C1=CC=C(OC=2N=C(C3=C(N2)C=NC=C3)O)C=C1 2-[4-(N-ethylanilino)phenoxy]pyrido[3,4-d]pyrimidin-4-ol